ClC1=CC=C(C=C1)C1=NN(C[C@H]1C1=CC=CC=C1)/C(/NC[C@H](C)S(N)(=O)=O)=N/S(=O)(=O)C1=CC=C(C=C1)C(F)(F)F (R,E)-3-(4-chlorophenyl)-4-phenyl-N-((S)-2-sulfamoylpropyl)-N'-((4-(trifluoromethyl)phenyl)sulfonyl)-4,5-dihydro-1H-pyrazole-1-carboximidamide